The molecule is a C-type aurachin that is quinolin-4-one which is substituted by a hydroxy group at positions 1, a methyl group at position 2, and a triprenyl group at position 3. It has a role as a bacterial metabolite, an EC 1.8.5.4 (sulfide:quinone reductase) inhibitor and an antibacterial agent. It is a C-type aurachin, a member of hydroxylamines, a quinolone and an organic heterobicyclic compound. CC1=C(C(=O)C2=CC=CC=C2N1O)C/C=C(\\C)/CC/C=C(\\C)/CCC=C(C)C